(R)-2-((2-aminoquinazolin-4-yl)amino)hexan-1-ol NC1=NC2=CC=CC=C2C(=N1)N[C@@H](CO)CCCC